(2,6-dimethylphenyl)dicyclohexyl-phosphine CC1=C(C(=CC=C1)C)P(C1CCCCC1)C1CCCCC1